NC1CN(CC1)C1=C2C(=NC=C1)N(C(=N2)C2=CC=C(C#N)C=C2)C2=CC=C(C=C2)C2CC2 4-(7-(3-Aminopyrrolidin-1-yl)-3-(4-cyclopropylphenyl)-3H-imidazo[4,5-b]pyridin-2-yl)benzonitrile